S-(3-bromo-4-fluorophenyl) ethanethioate C(C)(SC1=CC(=C(C=C1)F)Br)=O